β-carotene-4,4'-diol CC1(C)CCC(C(C)=C1\C=C\C(\C)=C\C=C\C(\C)=C\C=C\C=C(/C)\C=C\C=C(/C)\C=C\C1=C(C)C(CCC1(C)C)O)O